C[C@@H]1CN(CCC1)CC=1C=C(C=2N(C(C=CN2)=O)C1)C(F)(F)F 7-[[(3S)-3-methyl-1-piperidyl]methyl]-9-(trifluoromethyl)pyrido[1,2-a]pyrimidin-4-one